ClC1=CC(=NC(=C1)C=1N(C=CN1)C)C=1N(C=CN1)C 4-chloro-2,6-bis(1-methyl-1H-imidazol-2-yl)pyridine